2-(6-Oxaspiro[3.3]hept-2-yloxy)ethanol C1C(CC12COC2)OCCO